1-(2-butoxyethoxy)ethane-1-ol C(CCC)OCCOC(C)O